C(C)(C)(C)OC(=O)C=1C=CC2=C(N(C(=N2)CC=2C=NC(=C(C2)F)Br)CCOC)C1 2-((6-bromo-5-fluoropyridin-3-yl)methyl)-1-(2-methoxyethyl)-1H-benzo[d]Imidazole-6-carboxylic acid tert-butyl ester